C1(CCC1)OC1=NC2=CC(=C(C=C2C(=C1)C(C)C)N1N=C(N(C1=O)CC)CO)F 1-(2-cyclobutoxy-7-fluoro-4-isopropylquinolin-6-yl)-4-ethyl-3-(hydroxymethyl)-1H-1,2,4-triazol-5(4H)-one